C(CCC)N1C(N=C(C=2C1=NN(N2)C2=C(C=CC=C2)F)C2=C(C=CC=C2)F)=O 4-butyl-2,7-bis(2-fluorophenyl)-triazolopyrimidin-5(4H)-one